C(C)(=O)N[C@H]1[C@H](OC(C)C)O[C@@H]([C@H]([C@@H]1O)O)CO 1-Methylethyl 2-(acetylamino)-2-deoxy-β-D-glucopyranoside